[S-2].[Zn+2] zinc mono-sulphide